tert-butyl 4-(3-cyano-6-(1-methyl-1H-pyrazol-4-yl) pyrazolo[1,5-a]pyridin-4-yl)-3,6-dihydropyridine-1(2H)-carboxylate C(#N)C=1C=NN2C1C(=CC(=C2)C=2C=NN(C2)C)C=2CCN(CC2)C(=O)OC(C)(C)C